C(CCCCCCCCCCCCCCC)C1(C=2C=C(C=CC2C2=C1C=CC1=NSN=C12)C1=CC=CC2=NSN=C21)CCCCCCCCCCCCCCCC (6,6-dihexadecyl-6H-fluoreno[3,4-c][1,2,5]thiadiazol-8-yl)-2,1,3-benzothiadiazole